ClC1=C(C(=C(C=C1)C1=NC2=C(N1CC(=O)NO)C=CC=C2)F)O 2-[2-(4-Chloro-2-fluoro-3-hydroxy-phenyl)benz-imidazol-1-yl]ethanehydroxamic acid